2-((chlorocarbonyl)oxy)-N,N,N-trimethylethan-1-aminium chloride [Cl-].ClC(=O)OCC[N+](C)(C)C